BrC1=CC(=C(C=C1)C1(SCCCS1)C1=CC=C(CCC2CCNCC2)C=C1)Cl 4-(4-(2-(4-bromo-2-chlorophenyl)-1,3-dithian-2-yl)phenethyl)piperidine